1-[2,2-dimethyloxan-4-yl]-3-methyl-N-[7-methyl-[1,2,4]triazolo[1,5-a]pyridin-6-yl]pyrazolo[3,4-d]pyrimidin-6-amine CC1(OCCC(C1)N1N=C(C=2C1=NC(=NC2)NC=2C(=CC=1N(C2)N=CN1)C)C)C